C(C)(=O)NC1OC2=C(C=CC(=C2CC1)Cl)S(=O)(=O)Cl acetylamino-5-chlorochroman-8-sulfonyl chloride